(R)-1-(3-(4-Methoxyphenyl)-1,2,4-oxadiazol-5-yl)-N-((1-((1-Methylpiperidin-4-yl)methyl)pyrrolidin-3-yl)methyl)piperidin-4-carboxamid COC1=CC=C(C=C1)C1=NOC(=N1)N1CCC(CC1)C(=O)NC[C@@H]1CN(CC1)CC1CCN(CC1)C